C1(CC1)C1=NN(C(=C1)COC1=CC=C(C=C1)C=1C=C(C(NC1C(F)(F)F)=O)C(=O)N)C 5-(4-((3-Cyclopropyl-1-methyl-1H-pyrazol-5-yl)methoxy)phenyl)-2-oxo-6-(trifluoromethyl)-1,2-dihydropyridine-3-carboxamide